4-[2-([[2,6-dimethoxy-4-(2-methyl-1-oxo-2,7-naphthyridin-4-yl)phenyl]methyl](methyl)amino)acetamido]butanoic acid COC1=C(C(=CC(=C1)C1=CN(C(C2=CN=CC=C12)=O)C)OC)CN(CC(=O)NCCCC(=O)O)C